6-(((2R,3R,4S,5R,6R)-4,5-dihydroxy-6-methyl-3-((6-(trifluoromethyl)pyridin-2-yl)oxy)tetrahydro-2H-pyran-2-yl)ethynyl)pyridazine-3-carboxamide O[C@@H]1[C@H]([C@H](O[C@@H]([C@@H]1O)C)C#CC1=CC=C(N=N1)C(=O)N)OC1=NC(=CC=C1)C(F)(F)F